2,2-difluoropropionic acid ethyl ester C(C)OC(C(C)(F)F)=O